5-amino-2-hydroxycyclohepta-2,4,6-triene NC1=CC=C(CC=C1)O